C1(CC1)C(=O)N1C2CNCC1CC2 8-(cyclopropylcarbonyl)-3,8-diazabicyclo[3.2.1]octane